NC1=NC=C(C=C1I)OCCO 2-amino-3-iodo-5-(2-hydroxyethyl)oxypyridine